3'-(dibenzo[b,d]thiophen-1-yl)-4,4''-bis(3-methyl-9H-carbazol-9-yl)-6'-(4-(3-methyl-9H-carbazol-9-yl)phenyl)-5'-(pyridin-4-yl)-[1,1':2',1''-terphenyl]-4'-carbonitrile C1(=CC=CC=2SC3=C(C21)C=CC=C3)C3=C(C(=C(C(=C3C#N)C3=CC=NC=C3)C3=CC=C(C=C3)N3C2=CC=CC=C2C=2C=C(C=CC32)C)C3=CC=C(C=C3)N3C2=CC=CC=C2C=2C=C(C=CC32)C)C3=CC=C(C=C3)N3C2=CC=CC=C2C=2C=C(C=CC32)C